C(#N)C=1C(=CC2=C(N=C3C(NC(N=C3N2CCCS(=O)(=O)O)=O)=O)C1)C#N 3-(7,8-dicyano-2,4-dioxo-3,4-dihydrobenzo[g]pteridin-10(2H)-yl)propane-1-sulfonic acid